rac-N-[(4-cyclopentyl-2,5-dioxoimidazolidin-4-yl)methyl]-2-phenyl-2H-1,2,3-triazole-4-carboxamide C1(CCCC1)[C@@]1(NC(NC1=O)=O)CNC(=O)C1=NN(N=C1)C1=CC=CC=C1 |r|